[N+](=O)([O-])C1=CC=C(C=C1)NC(N(C)C)=O 3-(4-nitrophenyl)-1,1-dimethylurea